5-(dimethylamino)phenyl-trimethylammonium CN(C=1C=CC=C(C1)[N+](C)(C)C)C